BrC1=C2C=CN(C(C2=CN=C1)=O)CC=1N=C2N(C=C(C=C2)CN2CCC(CC2)C)C1 5-bromo-2-({6-[(4-methylpiperidin-1-yl)methyl]imidazo[1,2-a]pyridin-2-yl}methyl)-1,2-dihydro-2,7-naphthyridin-1-one